1-[2-Hydroxy-4,6-bis(methoxymethoxy)phenyl]-3-(4-prop-2-enoxyphenyl)prop-2-en-1-one OC1=C(C(=CC(=C1)OCOC)OCOC)C(C=CC1=CC=C(C=C1)OCC=C)=O